BrC1C(C=2N=C(N=C(C2O1)SC)Cl)Br 6,7-dibromo-2-chloro-4-methylsulfanyl-6,7-dihydrofuro[3,2-d]pyrimidine